ClC=1C(=CC2=C(NC=N2)C1)C#CC1=NN(C(=C1C(=O)N)NC)[C@@H]1CN([C@H](C1)COC)C(C=C)=O 3-[2-(6-Chloro-1H-1,3-benzodiazol-5-yl)ethynyl]-1-[(3S,5R)-5-(methoxymethyl)-1-(prop-2-enoyl)pyrrolidin-3-yl]-5-(methylamino)pyrazole-4-carboxamide